C(C)(=O)NC(C(=O)O)CSCC(=O)N1C2=C(NC(C3=C1C=CC(=C3)F)=O)C=CC=C2 2-acetamido-3-{[2-(2-fluoro-11-oxo-10,11-dihydro-5H-dibenzo[b,e][1,4]diazepin-5-yl)-2-oxoethyl]sulfanyl}propanoic acid